2-aminoacridone NC1=CC=2C(C3=CC=CC=C3NC2C=C1)=O